ethyl 2-phenoxyisobutyrate O(C1=CC=CC=C1)C(C(=O)OCC)(C)C